rac-(7S)-7-tert-butyl-N-[rac-(1R)-1-[4-(2-amino-4-pyridyl)phenyl]-3-(4-hydroxy-1-piperidyl)propyl]-5,6,7,8-tetrahydrothiazolo[5,4-b]quinoline-2-carboxamide C(C)(C)(C)[C@@H]1CC=2C=C3C(=NC2CC1)SC(=N3)C(=O)N[C@H](CCN3CCC(CC3)O)C3=CC=C(C=C3)C3=CC(=NC=C3)N |r|